CC1(C)C(C(C)(C)C)O1 2,4,4-trimethyl-2,3-epoxypentane